ClC1=C(C2=C(NC(O[C@@]23CNCC(C3)(C)C)=O)C=C1)F (R)-6-Chloro-5-fluoro-5',5'-dimethylspiro[benzo[d][1,3]oxazine-4,3'-piperidin]-2(1H)-one